F[C@@H]1[C@H]2CCC[C@@H](C[C@@H]1OC1=CN=C(N=N1)C1=C(C=C(C=C1)C=1C=NN(C1)C)O)N2C(=O)OC(C)(C)C tert-butyl (1R,2R,3S,5S)-2-fluoro-3-((3-(2-hydroxy-4-(1-methyl-1H-pyrazol-4-yl)phenyl)-1,2,4-triazin-6-yl)oxy)-9-azabicyclo[3.3.1]nonane-9-carboxylate